(1S,3R)-3-amino-N-(6-chloro-8-(isopropylamino)pyrido[3,4-d]pyrimidin-2-yl)cyclohexane-1-carboxamide hydrochloride Cl.N[C@H]1C[C@H](CCC1)C(=O)NC=1N=CC2=C(N1)C(=NC(=C2)Cl)NC(C)C